[Al+3].C(C)(C)OC(COC(CC(=O)C)=O)OC(C)C diisopropoxyethylacetoacetate aluminum(III)